BrC1COCCN1C1=NC=CC(=C1)C(C)(C)OCC=C 1-[1-(5-bromo-2-morpholin-4-yl(4-pyridinyl))-isopropoxy]prop-2-ene